C(C)(C)OC1=NC=CC(=C1)C(C)O 1-(2-isopropoxypyridin-4-yl)ethan-1-ol